CC(C)(C)NC(=O)OC1CCC(CC1)CC(C)(C)NC[C@@H](C1=NC(=CC=C1)C(F)(F)F)O (1S,4r)-4-(2-{(S)-2-hydroxy-2-[6-(trifluoromethyl)-2-pyridyl]ethylamino}-2-methylpropyl)cyclohexyl 2-methyl-2-propanecarbamate